FC(C(=O)O)(C(C(F)(F)F)(F)F)F Perfluoro-n-butyric acid